ClC1=CC=C(OCCN2CC(C(CC2)NC(C)=O)O)C=C1 N-(1-(2-(4-chlorophenoxy)ethyl)-3-hydroxypiperidin-4-yl)acetamide